[Cl-].[Cl-].C1(=CC=CC=C1)C(C1=CC=CC=C1)=[Zr+2](C1C2=CC(=CC=C2C=2C=CC(=CC12)N(C(C)C)C(C)C)CC)C1C=CC=C1 diphenylmethylene(cyclopentadienyl)(2-(diisopropylamino)-7-ethyl-9-fluorenyl)zirconium dichloride